(Z)-5-((5-(3-Amino-3-oxopropyl)-2-oxoindolin-3-ylidene)methyl)-N-(2-(diethylamino)ethyl)-2,4-dimethyl-1H-pyrrole-3-carboxamide NC(CCC=1C=C2/C(/C(NC2=CC1)=O)=C/C1=C(C(=C(N1)C)C(=O)NCCN(CC)CC)C)=O